5-(5-(7-Ethyl-7H-imidazo[4,5-c]pyridazin-4-yl)-2-fluorophenyl)-1,3-dihydrobenzo[c]thiophene 2,2-dioxide C(C)N1C=NC2=C1N=NC=C2C=2C=CC(=C(C2)C2=CC1=C(CS(C1)(=O)=O)C=C2)F